C(C)(C)NC1=CC=C(CNC(=O)C=2SC(=CC2)S(=O)(=O)NC)C=C1 N-(4-(isopropylamino)benzyl)-5-(N-methylaminosulfonyl)thiophene-2-carboxamide